C(=O)(O)C=1C=C(C=CC1C(=O)O)SC1=CC(=C(C=C1)C(=O)O)C(=O)O bis(3,4-dicarboxyphenyl) sulfide